N-(4-((7-methyl-7H-pyrrolo[2,3-D]pyrimidin-4-yl)oxy)phenyl)-2-(1H-pyrrole-2-yl)acetamide CN1C=CC2=C1N=CN=C2OC2=CC=C(C=C2)NC(CC=2NC=CC2)=O